C(=O)(O)C1=CC=C(C=C1)P(O)(O)=O p-carboxyl-phenylphosphonic acid